C\C(=C/CO)\CCO (E)-3-methyl-2-pentene-1,5-diol